CNCCCOC1=CC(=CC2=C1NC=N2)C(=O)N 7-(3-(methylamino)propoxy)-1H-benzo[d]imidazole-5-carboxamide